COC1=CC=C(CN2[C@H]3C=C[C@@H](C2=O)C3)C=C1 (1r,4s)-(-)-2-(4-methoxybenzyl)-2-azabicyclo[2.2.1]hept-5-en-3-one